N-(1-cyanocyclopentyl)-6-(3,5-difluoroanilino)-3-methoxy-pyridine-2-carboxamide C(#N)C1(CCCC1)NC(=O)C1=NC(=CC=C1OC)NC1=CC(=CC(=C1)F)F